FC(C=1C(=C(C=CC1)[C@@H](C)NC1=CC=NC2=CC(=C(C=C12)C1(CN(C1)C(=O)O)O)OC)F)F.FC(C=1C=C(C=CC1)NNC1=CC(=CC=C1)C(F)(F)F)(F)F 3,3'-bis(trifluoromethyl)hydrazobenzene (R)-3-(4-((1-(3-(difluoromethyl)-2-fluorophenyl)ethyl)amino)-7-methoxyquinolin-6-yl)-3-Hydroxyazetidine-1-carboxylate